[NH+](=N[O-])[O-] diazen-1-ium-1,2-diolate